N(=[N+]=[N-])C[C@@H]1[C@@H]([C@@H]([C@H](C(=O)O1)O)O)O 6-azido-6-deoxy-D-galactono-1,5-lactone